(R)-7-(3,5-dimethyl-1H-pyrazol-1-yl)-4-methyl-N-(1-(2-methyl-3-(trifluoromethyl)phenyl)ethyl)phthalazin-1-amine CC1=NN(C(=C1)C)C1=CC=C2C(=NN=C(C2=C1)N[C@H](C)C1=C(C(=CC=C1)C(F)(F)F)C)C